ClC=1C=CC(=C(C1)C1=CC=C2C(=CN=NC2=C1)NCC1=C(C=C(C=C1)OC)OC)C=1OC=CN1 7-[5-CHLORO-2-(1,3-OXAZOL-2-YL)PHENYL]-N-[(2,4-DIMETHOXYPHENYL)METHYL]CINNOLIN-4-AMINE